2-((4-fluoro-2-methoxy-5-nitrophenyl)amino)-4-(3-methyl-2-oxo-2,3-dihydro-1H-benzo[d]imidazol-1-yl)pyrimidine-5-carboxylic acid isopropyl ester C(C)(C)OC(=O)C=1C(=NC(=NC1)NC1=C(C=C(C(=C1)[N+](=O)[O-])F)OC)N1C(N(C2=C1C=CC=C2)C)=O